ClC(=O)O[C@H](C(=O)OCC1=CC=CC=C1)CC1=CC=CC=C1 (S)-Benzyl 2-((chlorocarbonyl)oxy)-3-phenylpropanoate